phenyl ether compound with hexahydrofuro[3,2-b]furan O1C2C(CC1)OCC2.C2(=CC=CC=C2)OC2=CC=CC=C2